2-[4-(benzyl-methyl-amino)-phenoxy]-pyrido[3,4-d]pyrimidin C(C1=CC=CC=C1)N(C1=CC=C(OC=2N=CC3=C(N2)C=NC=C3)C=C1)C